methyl N-[5-[6-[4-(4-fluorophenyl)-5-oxo-1,2,4-oxadiazol-3-yl]imidazo[1,2-a]pyridin-3-yl]-2-pyridyl]carbamate FC1=CC=C(C=C1)N1C(=NOC1=O)C=1C=CC=2N(C1)C(=CN2)C=2C=CC(=NC2)NC(OC)=O